1-(4-(cyclopropylmethyl)-3,4-dihydroquinoxaline-1(2H)-yl)-2-(pyrrolidin-1-yl)propan-1-one C1(CC1)CN1CCN(C2=CC=CC=C12)C(C(C)N1CCCC1)=O